[OH-].[OH-].C(CCCCC[N+]1=CC=C(C=C1)C(C)(C)C)[N+]1=CC=C(C=C1)C(C)(C)C 1,1'-(hexane-1,6-diyl)bis(4-(tert-butyl)pyridin-1-ium) dihydroxide